CP([O-])=O.CP([O-])=O.[Zn+2] Zinc bis(methylphosphinate)